(E)-(4-(((4-((2-(aminomethyl)-3-fluoroallyl)oxy)phenyl)sulfonyl)methyl)bicyclo[2.2.2]octan-1-yl)(azetidin-1-yl)methanone NC/C(/COC1=CC=C(C=C1)S(=O)(=O)CC12CCC(CC1)(CC2)C(=O)N2CCC2)=C\F